C[C@@]12CCC[C@H]1[C@@H]1CCC3=CC(CC[C@]3(C)[C@H]1C(C2)=O)=O Androst-4-ene-3,11-dione